4-fluoro-1-isobutyl-N-(6-(4-methyl-4H-1,2,4-triazol-3-yl)isoquinolin-3-yl)piperidine-4-carboxamide FC1(CCN(CC1)CC(C)C)C(=O)NC=1N=CC2=CC=C(C=C2C1)C1=NN=CN1C